(6-((2,6-dioxopiperidin-3-yl)amino)-5-fluoropyridazin-3-yl)methyl methanesulfonate CS(=O)(=O)OCC=1N=NC(=C(C1)F)NC1C(NC(CC1)=O)=O